NC1=C(C(=NC=N1)N1C[C@@H](CCC1)N1C(C(CCC1)NC(C)(C)C)=O)F (3'r)-1'-(6-amino-5-fluoropyrimidin-4-yl)-3-(tert-butylamino)-1,3'-bipiperidin-2-one